N1N=CC2=CC(=CC=C12)[C@@H]1N(CCCC1)C(C(=O)NC=1C=C(C(=NC1)NC(OC(C)(C)C)=O)C)=O Tert-butyl N-[5-[[2-[(2R)-2-(1H-indazol-5-yl)-1-piperidyl]-2-oxo-acetyl]amino]-3-methyl-2-pyridyl]carbamate